5-(2,4-difluorobenzyl)-N-(2-(5-fluoro-1H-indol-3-yl)ethyl)isoxazole-3-carboxamide FC1=C(CC2=CC(=NO2)C(=O)NCCC2=CNC3=CC=C(C=C23)F)C=CC(=C1)F